C(=O)(O)/C=C/C1=C(C(=O)O)C=CC=C1 (E)-2-(2-carboxyvinyl)benzoic acid